N,N'-bis(2-chloroethyl)oxamide ClCCNC(=O)C(=O)NCCCl